O(O)O.[Ru].[Ni] nickel-ruthenium oxyhydroxide